[(6,7-Dichloro-4-hydroxy-isoquinoline-3-carbonyl)-amino]-acetic acid ClC=1C=C2C(=C(N=CC2=CC1Cl)C(=O)NCC(=O)O)O